ClC1=C2C=CNC2=CC(=C1)NC1=NC2=C(N1)C=CC(=C2)C(F)(F)F N-(4-chloro-1H-indol-6-yl)-5-(trifluoromethyl)-1H-benzo[d]imidazol-2-amine